C(C)(=O)N1C(C(=NC=2C3=C(C(=CC12)OC(C(=O)[O-])=CC)C=CC=C3)CC3=CC=CC=C3)=O ((4-acetyl-2-benzyl-3-oxo-3,4-dihydrobenzo[f]quinoxalin-6-yl) oxy)-2-butenoate